C(C1=CC=CC=C1)N1C(N(C(C1CCC(=O)NCC1=CC=C(C(=O)NO)C=C1)=O)C1=CC=C(C=C1)Cl)=O 4-((3-(3-benzyl-1-(4-chlorophenyl)-2,5-dioxoimidazolin-4-yl)propanamido)methyl)-N-hydroxybenzamide